3-cyclooctylpropionic acid C1(CCCCCCC1)CCC(=O)O